CC1=C(C=CC(=C1)N1C(CCC1)=O)C=1C=NC(=NC1)NC1=CC2=C(OC[C@H]3N2C(CC3)=O)N=C1 (S)-2-((5-(2-methyl-4-(2-oxopyrrolidin-1-yl)phenyl)pyrimidin-2-yl)amino)-6,6a,7,8-tetrahydro-9H-pyrido[2,3-b]pyrrolo[1,2-d][1,4]oxazin-9-one